CN(C(=O)NC)C(CC#N)=O 1,3-dimethylcyanoacetyl-urea